The molecule is a trialkyl phosphate in which the alkyl group specified is 2-butoxyethyl. It has a role as an environmental contaminant and a flame retardant. CCCCOCCOP(=O)(OCCOCCCC)OCCOCCCC